(S)-quinuclidin-3-yl (6-(2-(tert-butoxy)pyridin-4-yl)-7-methoxy-2,2-dimethyl-1,2,3,4-tetrahydronaphthalen-1-yl)carbamate C(C)(C)(C)OC1=NC=CC(=C1)C=1C=C2CCC(C(C2=CC1OC)NC(O[C@@H]1CN2CCC1CC2)=O)(C)C